(2R,4R)-6-chloro-4-hydroxy-N-(3-{[(1s,3S)-3-(trifluoromethoxy)cyclobutane-1-carbonyl]amino}bicyclo[1.1.1]pentan-1-yl)-3,4-dihydro-2H-1-benzopyran-2-carboxamide ClC=1C=CC2=C([C@@H](C[C@@H](O2)C(=O)NC23CC(C2)(C3)NC(=O)C3CC(C3)OC(F)(F)F)O)C1